OC1CC2(CC(C2)N2CCC(CC2)=O)C1 1-(6-hydroxyspiro[3.3]heptan-2-yl)piperidin-4-one